N[C@H]1CN(C[C@@H](C1)F)C(=O)C=1C=C(C=2N(C1)N=C(C2C)C=2N(C1=C(C=CC=C1C2)OCC2CC(NC2)=O)CC2CC2)F 4-(((2-(6-((3R,5R)-3-Amino-5-fluoropiperidine-1-carbonyl)-4-fluoro-3-methylpyrazolo[1,5-a]pyridin-2-yl)-1-(cyclopropylmethyl)-1H-indol-7-yl)oxy)methyl)pyrrolidin-2-one